(3S)-8-(4-(3-((4-(3-((2,6-dioxopiperidin-3-yl)amino)phenyl)piperazin-1-yl)methyl)azetidine-1-carbonyl)phenyl)-3-methyl-2,8-diazaspiro[4.5]decan-2-benzonitrile O=C1NC(CCC1NC=1C=C(C=CC1)N1CCN(CC1)CC1CN(C1)C(=O)C1=CC=C(C=C1)N1CCC2(C[C@@H](N(C2)C2=CC=CC=C2C#N)C)CC1)=O